9-(4-methoxybenzyl)-2-methyl-9H-fluorene COC1=CC=C(CC2C3=CC=CC=C3C=3C=CC(=CC23)C)C=C1